BrC=1C=C(C=CC1)[C@H](C1=NN=CN1C)C1COC1 (R)-3-((3-bromophenyl)(oxetan-3-yl)methyl)-4-methyl-4H-1,2,4-triazole